2-bromo-7-fluoro-5-(3-fluoro-5-(trifluoromethyl)phenyl)-6,7-dihydro-5H-pyrrolo[1,2-b][1,2,4]triazole BrC=1N=C2N(N1)C(CC2F)C2=CC(=CC(=C2)C(F)(F)F)F